tert-butyl 7-ethenyl-2,3-dihydro-4H-pyrido[3,2-b][1,4]oxazine-4-carboxylate C(=C)C1=CC=2OCCN(C2N=C1)C(=O)OC(C)(C)C